4-((1H-pyrazol-1-yl)methyl)-2-nitrobenzyl-methanol methanesulfonate CS(=O)(=O)OCCC1=C(C=C(C=C1)CN1N=CC=C1)[N+](=O)[O-]